N-(6-(2,6-difluoro-3-(4-fluoro-3-methylphenylsulfonamido)phenyl)quinazolin-2-yl)pivaloamide FC1=C(C(=CC=C1NS(=O)(=O)C1=CC(=C(C=C1)F)C)F)C=1C=C2C=NC(=NC2=CC1)NC(C(C)(C)C)=O